5-Formyl-2-hydroxy-N,N-di-methylbenzamide C(=O)C=1C=CC(=C(C(=O)N(C)C)C1)O